5-bromo-2-(tert-butyl)phenol BrC=1C=CC(=C(C1)O)C(C)(C)C